Cl.Cl.C1(=NC=CC2=CC=CC=C12)C(C)(C)N 2-(isoquinolin-1-yl)propan-2-amine bisHCl